4,4-dimethylisoxazolidin-3-one CC1(C(NOC1)=O)C